tert-butyl (R)-(6-oxopiperidin-3-yl)carbamate O=C1CC[C@H](CN1)NC(OC(C)(C)C)=O